N1=CC=CC2=C(C=CC=C12)COC1=CC=CC(=N1)C1CCN(CC1)CN1C=NC2=C1C=C(C=C2)C(=O)O ((4-(6-(quinolin-5-ylmethoxy)pyridin-2-yl)piperidine-1-yl)methyl)-1H-benzo[d]imidazole-6-carboxylic acid